N-(2-(dimethylamino)-2-oxo-1-(pyridin-2-yl)ethyl)-4-fluoro-7-methyl-1H-indole CN(C(C(C1=NC=CC=C1)N1C=CC2=C(C=CC(=C12)C)F)=O)C